Ethyl-1-hexanol C(C)C(CCCCC)O